N-(1-(3-chloro-2-fluorophenyl)-2,2-difluoroethyl)-N-cyclopropyl-2-(1,3-dioxoisoindolin-2-yl)acetamide ClC=1C(=C(C=CC1)C(C(F)F)N(C(CN1C(C2=CC=CC=C2C1=O)=O)=O)C1CC1)F